CN(CC(=O)N1CCNCC1)C 2-(dimethylamino)-1-(piperazin-1-yl)ethan-1-one